2-Methylene-3-quinuclidinone C=C1N2CCC(C1=O)CC2